ClC1=NC2=CC=C(C=C2C=C1)CN1C[C@H](CC1)OC=1C=C2CN(C(C2=CC1)=O)C1C(NC(CC1)=O)=O 3-(5-(((S)-1-((2-Chloroquinolin-6-yl)methyl)pyrrolidin-3-yl)oxy)-1-oxoisoindolin-2-yl)piperidine-2,6-dione